1-((7-(5-Chloro-1-((4-fluoropiperidin-4-yl)methyl)-1H-indol-7-yl)thieno[3,2-b]pyridin-2-yl)methyl)pyrrolidine-2,5-dione ClC=1C=C2C=CN(C2=C(C1)C1=C2C(=NC=C1)C=C(S2)CN2C(CCC2=O)=O)CC2(CCNCC2)F